tert-Butyl 4-(5-cyclopropyl-7-(3,5-difluorophenyl)-7H-pyrrolo[2,3-d]pyrimidin-4-yl)-2-(difluoromethyl)piperazine-1-carboxylate C1(CC1)C1=CN(C=2N=CN=C(C21)N2CC(N(CC2)C(=O)OC(C)(C)C)C(F)F)C2=CC(=CC(=C2)F)F